ClC1=C(C=NN1C)S(=O)(=O)N1CCC(CC1)C=1C(=CC=2N(N1)C=CN2)C 6-(1-((5-chloro-1-methyl-1H-pyrazol-4-yl)sulfonyl)piperidin-4-yl)-7-methylimidazo[1,2-b]pyridazine